ClC1=C2C=C(C(=NC2=CC=C1)N1CC(C(CC1)(F)F)C)C(=O)OC methyl 5-chloro-2-(4,4-difluoro-3-methylpiperidin-1-yl)quinoline-3-carboxylate